CC1=NNC2=CC(=CC=C12)C=CC(=O)NC1C(COC2=CC=CC=C12)C 3-(3-methyl-1H-indazol-6-yl)-N-(3-methylchroman-4-yl)acrylamide